(phenyl)(diphenylfluorenyl)amine C1(=CC=CC=C1)NC1=C(C(=CC=2C3=CC=CC=C3CC12)C1=CC=CC=C1)C1=CC=CC=C1